ClC1=CC(=C(C=C1)[C@]1(OC2=C(O1)C=CC=C2N2CCN(CC2)[C@@H](C)C2=NC=1C(=NC(=CC1)C(=O)O)N2C[C@H]2OCC2)C)F 2-((S)-1-(4-((R)-2-(4-chloro-2-fluorophenyl)-2-methylbenzo[d][1,3]dioxolan-4-yl)-piperazin-1-yl)ethyl)-3-(((S)-oxetan-2-yl)methyl)-3H-imidazo[4,5-B]pyridine-5-carboxylic acid